[Si](C)(C)(C(C)(C)C)OCCNC=1C=2C3=C(NC2C(=C(C1)Cl)Cl)CCNC([C@@H]3C)=O |r| racemic-10-((2-((tert-butyldimethylsilyl)oxy)ethyl)amino)-7,8-dichloro-1-methyl-3,4,5,6-tetrahydroazepino[4,5-b]indol-2(1H)-one